chloro-1,4-dimethyl-pyrazolo[4,3-c]pyridine ClC1=NN(C2=C1C(=NC=C2)C)C